[Si](C)(C)(C(C)(C)C)OCC(=C)C=1C=NC=C(C1C)C1=CC(=C(C=C1)OC)OCC 3-(3-((Tert-butyl-dimethylsilyl)oxy)prop-1-en-2-yl)-5-(3-ethoxy-4-methoxyphenyl)-4-methylpyridin